CC1=NC(=CC(=C1)C=1NC2=CC(=CC=C2C1C)C=1C=CC(=NC1)N1CCN(CC1)S(=O)(=O)C1CN(CC1)C(=O)OC(C)(C)C)C tert-butyl 3-((4-(5-(2-(2,6-dimethylpyridin-4-yl)-3-methyl-1H-indol-6-yl)pyridin-2-yl)piperazin-1-yl)sulfonyl)pyrrolidine-1-carboxylate